FC1=CC=C(CNC(=O)N2CC3(C2)CN(C3)CC3=CC=C(O3)C)C=C1 N-(4-fluorobenzyl)-6-((2-methyl-furan-5-yl)methyl)-2,6-diazaspiro[3.3]heptane-2-carboxamide